N-[2-fluoro-5-[2-(2-hydroxyethoxy)-6-(morpholin-4-yl)pyridin-4-yl]-4-methylphenyl]-6-(trifluoromethyl)-2-azabicyclo[3.1.0]hexane-2-carboxamide FC1=C(C=C(C(=C1)C)C1=CC(=NC(=C1)N1CCOCC1)OCCO)NC(=O)N1C2C(C2CC1)C(F)(F)F